C1(=CC=CC=C1)C1=C(C(=C(C(=C1C1=CC=CC=C1)C1=CC=CC=C1)C1=CC=CC=C1)C1=CC=CC=C1)C1=C2C=CC=CC2=C(C2=CC=CC=C12)C=1C2=CC=CC=C2C(=C2C=CC=CC12)C1=C(C(=C(C(=C1C1=CC=CC=C1)C1=CC=CC=C1)C1=CC=CC=C1)C1=CC=CC=C1)C1=CC=CC=C1 10,10'-bis[(2,3,4,5,6-pentaphenyl)phenyl]-9,9'-bianthracene